COC=1C(=CC2=CN(N=C2C1)C1CCC2(COCC(N2C)=O)CC1)C(=O)OC Methyl 6-methoxy-2-(1-methyl-2-oxo-4-oxa-1-azaspiro[5.5]undecan-9-yl)-2H-indazole-5-carboxylate